BrC1=C(N(C(=C1C1=C(C=C(C=C1)[N+](=O)[O-])C)C)CC1=CC=C(C=C1)OC)C(=O)OC Methyl 3-bromo-1-(4-methoxybenzyl)-5-methyl-4-(2-methyl-4-nitrophenyl)-1H-pyrrole-2-carboxylate